phenoxy-benzothiazole O(C1=CC=CC=C1)C=1SC2=C(N1)C=CC=C2